3-((4-amino-5-((2-ethynyl-5-isopropyl-pyridin-4-yl)oxy)pyrimidin-2-yl)amino)propane-1,2-diol NC1=NC(=NC=C1OC1=CC(=NC=C1C(C)C)C#C)NCC(CO)O